CC(C(C)O)(C(=C)C)C 3,3,4-trimethylpent-4-en-2-ol